2-([5-(3-methoxyphenyl)-1-phenyl-1H-pyrazol-3-yl]methoxy)-2-methyl-propanoic acid COC=1C=C(C=CC1)C1=CC(=NN1C1=CC=CC=C1)COC(C(=O)O)(C)C